Ethyl 5-(3-chloro-4-fluoro-5-methoxyphenyl)isoxazole-3-carboxylate ClC=1C=C(C=C(C1F)OC)C1=CC(=NO1)C(=O)OCC